(S)-N-(6-(2-methoxyethoxy)-2-((4aS,5aR)-5a-methyl-1,4,4a,5,5a,6-hexahydrocyclopropa[f]indazol-3-yl)-1H-benzo[d]imidazol-5-yl)-N-methyl-2-morpholinopropanamide COCCOC=1C(=CC2=C(NC(=N2)C2=NNC=3C[C@@]4([C@H](CC23)C4)C)C1)N(C([C@H](C)N1CCOCC1)=O)C